N1CC(C1)N1N=CC(=C1)C=1N=C(C=2N(C1)C(=CN2)C(F)F)N2[C@H](CC2)C 6-[1-(azetidin-3-yl)pyrazol-4-yl]-3-(difluoromethyl)-8-[(2S)-2-methylazetidin-1-yl]imidazo[1,2-a]pyrazine